3-methoxybenzoic acid, 3-chlorophenyl ester COC=1C=C(C(=O)OC2=CC(=CC=C2)Cl)C=CC1